n-Hexadecylthiol CCCCCCCCCCCCCCCCS